dioctyltin monolaurate C(CCCCCCCCCCC)(=O)[O-].C(CCCCCCC)[Sn+]CCCCCCCC